((1S,6R,7S)-3-(3-(7-methoxyquinolin-3-yl)-1H-pyrazolo[3,4-b]pyrazin-6-yl)-7-(5-methylisoxazol-3-yl)-3-azabicyclo[4.1.0]heptan-7-yl)methanamine COC1=CC=C2C=C(C=NC2=C1)C1=NNC2=NC(=CN=C21)N2C[C@@H]1[C@]([C@@H]1CC2)(C2=NOC(=C2)C)CN